FC1=C(C=C(C=C1)O)C=1NC=C(N1)C1=CC=CC(=C1)O 2-(2-fluoro-5-hydroxyphenyl)-4-(5-hydroxyphenyl)-imidazole